[C@H]12CNC[C@H](CC1)N2C2=NC(=NC1=C(C(=CC=C21)C2=CC(=CC1=CC=CC=C21)O)C)OC[C@]21CCCN1C[C@@H](C2)F 4-(4-((1R,5S)-3,8-diazabicyclo[3.2.1]octan-8-yl)-2-(((2R,7aS)-2-fluorotetrahydro-1H-pyrrolizin-7a(5H)-yl)methoxy)-8-methylquinazolin-7-yl)naphthalen-2-ol